[Si](C)(C)(C(C)(C)C)OC(C(CN(C(CCCN(C)C)=O)CC1=C(C=C(C=C1)OC)OC)O)CO[Si](C)(C)C(C)(C)C N-{3,4-bis[(t-butyldimethylsilyl)oxy]-2-hydroxybutyl}-N-[(2,4-dimethoxyphenyl)methyl]-4-(dimethylamino)butanamide